ClC1=C(C(=O)N2[C@@H](CCC2)C2=NC(C(=C3N2CCN(C3=O)CCS(=O)(=O)C3=NC=CC=C3)O)=O)C(=CC=C1)Cl (S)-6-(1-(2,6-dichlorobenzoyl)pyrrolidin-2-yl)-9-hydroxy-2-(2-(pyridin-2-ylsulfonyl)ethyl)-3,4-dihydro-2H-pyrazino[1,2-c]pyrimidine-1,8-dione